di(2-methylhexyl) 2,3-diisopropylmaleate C(C)(C)/C(/C(=O)OCC(CCCC)C)=C(/C(=O)OCC(CCCC)C)\C(C)C